FC1=C(C=C(C=C1)C1=CC=NC=2N1N=C(C2)C(=O)O)OC 7-(4-fluoro-3-methoxyphenyl)pyrazolo[1,5-a]pyrimidine-2-carboxylic acid